FC1=C(C=CC=C1)C1=CC=C(C=C1)CCCNC(=O)C1=CC2=C(NN=N2)C=C1 N-(3-(2'-fluoro-[1,1'-biphenyl]-4-yl)propyl)-1H-benzo[d][1,2,3]triazole-5-carboxamide